OC1(OCCC1)O dihydroxyltetrahydrofuran